N-benzyl-urea C(C1=CC=CC=C1)NC(=O)N